(S)-2-(5-(diethylamino)-4-(2-methylpiperazin-1-yl)-7H-pyrrolo[2,3-d]pyrimidin-7-yl)isonicotinic acid C(C)N(C1=CN(C=2N=CN=C(C21)N2[C@H](CNCC2)C)C=2C=C(C(=O)O)C=CN2)CC